C[Si](CCOC(=O)ON1C(CCC1=O)=O)(C)C 1-({[2-(trimethylsilyl)ethoxy]carbonyl}oxy)pyrrolidine-2,5-dione